2-chlorophenyl (pentyl) thioether C(CCCC)SC1=C(C=CC=C1)Cl